1-[3-(1-methylpyrazol-4-yl)quinoxalin-6-yl]Urea CN1N=CC(=C1)C=1C=NC2=CC=C(C=C2N1)NC(=O)N